(±)-trans-4-(4-(4-(((Cyclopentyl(methyl)carbamoyl)oxy)methyl)-3-methylisoxazol-5-yl)phenoxy)tetrahydro-2H-pyran C1(CCCC1)N(C(=O)OCC=1C(=NOC1C1=CC=C(OC2CCOCC2)C=C1)C)C